C(#N)C=1C=CC(=NC1)CN(C(C(N)=O)=O)C(C)C1=NC=CC=N1 N'-[(5-Cyano-2-pyridyl)methyl]-N'-(1-pyrimidin-2-ylethyl)oxamide